C1=CC=C(C=2SC3=C(C21)C=CC=C3)C=3C=C(C=CC3)C3=CC(=CC=C3)C3=CN=C2C(=N3)OC3=C2C=2C=CC=CC2C=C3 9-[3'-(Dibenzothiophen-4-yl)biphenyl-3-yl]naphtho[1',2':4,5]furo[2,3-b]pyrazine